C(C)(=O)[O-].C(C)(=O)[O-].[Ca+2] calcium bisacetate